C12CCC(CC1)C=C2 bicyclo-[2.2.2]-oct-7-ene